[Si](C)(C)(C(C)(C)C)OCC=1C=C(C(=C2C=CN=CC12)C1OCCO1)F 8-(((tert-butyldimethylsilyl)oxy)methyl)-5-(1,3-dioxolan-2-yl)-6-fluoroisoquinoline